C1=CNC=CC2=C1C=CC=C2 [3]Benzazepine